2-((3S,5R)-3-amino-5-methylpiperidin-1-yl)-5-chloro-6-((3-(3-hydroxy-3-methylbutyl)-1-methyl-2-oxo-2,3-dihydro-1H-benzo[d]imidazol-5-yl)amino)nicotinonitrile N[C@@H]1CN(C[C@@H](C1)C)C1=C(C#N)C=C(C(=N1)NC1=CC2=C(N(C(N2CCC(C)(C)O)=O)C)C=C1)Cl